(R)-(4-((2-cyclopropyl-6-methyl-7-phenyl-1H-imidazo[4,5-c]pyridin-1-yl)methyl)-3,5-difluorophenyl)(imino)(methyl)-λ6-sulfanone C1(CC1)C=1N(C2=C(C=NC(=C2C2=CC=CC=C2)C)N1)CC1=C(C=C(C=C1F)[S@](=O)(C)=N)F